(5-fluoro-2-(trifluoromethyl)phenyl)boronic acid FC=1C=CC(=C(C1)B(O)O)C(F)(F)F